2-hydroxy-4-[(2-oxo-1,2-dihydropyridin-1-yl)methyl]benzaldehyde OC1=C(C=O)C=CC(=C1)CN1C(C=CC=C1)=O